CN1C(=CC=2C(NCCC21)=O)C(=O)OCC ethyl 1-methyl-4-oxo-1H,4H,5H,6H,7H-pyrrolo[3,2-c]pyridine-2-carboxylate